C1(CC1)C=1C=NN(C1CO[C@H]1[C@@H]2CN([C@H](C1)C2)C=2C=NC(=NC2)C(=O)OC)C2=C(C=CC=C2Cl)Cl methyl 5-[(1S,4S,5R)-5-[[4-cyclopropyl-1-(2,6-dichlorophenyl)-1H-pyrazol-5-yl]methoxy]-2-azabicyclo[2.2.1]heptan-2-yl]pyrimidine-2-carboxylate